NC(C(=O)O)CCS(=O)(=O)C 2-amino-4-(methylsulfonyl)butyric acid